Cl.CC1(CC(C1)C(F)(F)F)N 1-methyl-3-(trifluoromethyl)cyclobutan-1-amine hydrochloride